1-[[3-(1-hydroxyethyl)-6-[5-[(6-methylpyridazin-3-yl)amino]benzimidazol-1-yl]-2-pyridinyl]oxymethyl]cyclopropanecarbonitrile OC(C)C=1C(=NC(=CC1)N1C=NC2=C1C=CC(=C2)NC=2N=NC(=CC2)C)OCC2(CC2)C#N